FC=1C=C(OCC=2C=CC(=C(C2)NC(=O)C2N(C(CC2)=O)C)OC)C=CC1F N-(5-((3,4-Difluorophenoxy)methyl)-2-methoxyphenyl)-1-methyl-5-oxo-pyrrolidine-2-carboxamide